C1OCC12CN(C2)[C@H]2CC1(CC2)CCN(CC1)S(=O)(=O)C=1C=C(C#N)C=C(C1)F (R)-3-((2-(2-oxa-6-azaspiro[3.3]hept-6-yl)-8-azaspiro[4.5]dec-8-yl)sulfonyl)-5-fluorobenzonitrile